racemic-(3-fluoro-6-methoxypyridin-2-yl)(5-{[2-(6-isopropylpyridin-3-yl)imidazo[1,2-a]pyridin-3-yl]methyl}-2,5-diazabicyclo[2.2.2]oct-2-yl)methanone FC=1C(=NC(=CC1)OC)C(=O)N1C2CN(C(C1)CC2)CC2=C(N=C1N2C=CC=C1)C=1C=NC(=CC1)C(C)C